ClC=1C=C(C=NC1C)NC(C(=O)N1[C@@H](CC[C@H](C1)C)C1=CC=C(C=C1)F)=O N-(5-chloro-6-methyl-3-pyridyl)-2-[(2S,5R)-2-(4-fluorophenyl)-5-methyl-1-piperidyl]-2-oxo-acetamide